FC1=CC=C(C=N1)C1=NC=CC(=C1N1CCN(CC1)C1=NN=CN1C)C#N 6'-fluoro-3-(4-(4-methyl-4H-1,2,4-triazol-3-yl)piperazin-1-yl)-[2,3'-bipyridine]-4-carbonitrile